FC(C(=O)O)(F)F.C1(CC1)N1CCN(CC1)C1CC(C1)NC(=O)C1=CC2=C(N(N=C2C)CC(C)(C)C)S1 N-((1r,3r)-3-(4-cyclopropylpiperazin-1-yl)cyclobutyl)-3-methyl-1-neopentyl-1H-thieno[2,3-c]pyrazole-5-carboxamide, Trifluoroacetate salt